C(C)(C)(C)OC(=O)N1CC(C1)C(C1C(N(CC1)C(=O)OC(C)(C)C)=O)OS(=O)(=O)C tert-butyl 3-{[1-(tert-butoxycarbonyl)azetidin-3-yl](methanesulfonyloxy)methyl}-2-oxopyrrolidine-1-carboxylate